CC1CNC=2N=CN=C(C21)N 5-methyl-6,7-dihydro-5H-pyrrolo[2,3-d]pyrimidin-4-amine